Dichloro-5,12-dimethyl-1,5,8,12-tetraazabicyclo[6.6.2]hexadecane manganese (III) hexafluorophosphate F[P-](F)(F)(F)(F)F.[Mn+3].ClC1(N2CCN(CCCN(CCN(CC1)C)CC2)C)Cl.F[P-](F)(F)(F)(F)F.F[P-](F)(F)(F)(F)F